OCC1=CC=C(C=C1)C1(COC1)N([S@](=O)C(C)(C)C)COCC[Si](C)(C)C |r| (±)-N-[3-[4-(hydroxymethyl)phenyl]oxetan-3-yl]-2-methyl-N-(2-trimethylsilylethoxy-methyl)propane-2-sulfinamide